C(C)(C)(C)NC(CNC=1C2=C(N=C(N1)Cl)CCC2)=O N-tert-butyl-2-([2-chloro-5H,6H,7H-cyclopenta[d]pyrimidin-4-yl]amino)acetamide